COC(CNC1=NC=C(C=C1O)C1=CCN(CC1)S(=O)(=O)C1=CC(=CC(=C1)F)F)=O (5-(1-((3,5-difluorophenyl)sulfonyl)-1,2,5,6-tetrahydropyridin-4-yl)-3-hydroxy-pyridin-2-yl)glycine methyl ester